FC1(CCC(CC1)C=CC1=CC(=NC=C1OC)C(=O)N)F 4-(2-(4,4-difluorocyclohexyl)vinyl)-5-methoxypyridinamide